N-(3-(2-((4-(2-((12-(2-((3R,5R,7R)-adamantan-1-yl)ethoxy)dodecyl)oxy)ethoxy)-2-methoxyphenyl)amino)-5-methyl-7-oxopyrido[2,3-d]pyrimidin-8(7H)-yl)phenyl)Cyclopropanecarboxamide C12(CC3CC(CC(C1)C3)C2)CCOCCCCCCCCCCCCOCCOC2=CC(=C(C=C2)NC=2N=CC3=C(N2)N(C(C=C3C)=O)C=3C=C(C=CC3)NC(=O)C3CC3)OC